BrC(C(=O)N(C1=CC=CC=C1)C)C(C1=CC=CC=C1)Br 2,3-dibromo-N-methyl-N,3-diphenylpropanamide